4-methoxy-6-(4-methylpiperidin-1-yl)benzene-1,3-diamine COC1=C(C=C(C(=C1)N1CCC(CC1)C)N)N